N-(4-chloropyridin-2-yl)-2-(1H-imidazol-1-yl)-5H-pyrrolo[3,2-d]pyrimidine-4-carboxamide ClC1=CC(=NC=C1)NC(=O)C=1C2=C(N=C(N1)N1C=NC=C1)C=CN2